2-(isoquinolin-6-ylmethylene)butanenitrile C1=NC=CC2=CC(=CC=C12)C=C(C#N)CC